ethyl 4-((3-(cyclopropylcarbamoyl)-7-(methylamino)pyrazolo[1,5-a]pyrimidin-5-yl)amino)isothiazole-3-carboxylate C1(CC1)NC(=O)C=1C=NN2C1N=C(C=C2NC)NC=2C(=NSC2)C(=O)OCC